(cis-3-(benzyloxy)cyclobutyl)hydrazine C(C1=CC=CC=C1)O[C@H]1C[C@H](C1)NN